FC1=C(C(=CC=C1)C)N1N=C2C(=CC1=O)NN=C2C2=CC=C1CC(N(CC1=C2)C)(C)C 5-(2-fluoro-6-methylphenyl)-3-(2,3,3-trimethyl-1,2,3,4-tetrahydroisoquinolin-7-yl)-1H-pyrazolo[4,3-c]pyridazin-6(5H)-one